(R)-4-((3-(1-aminoethyl)-2-fluorophenyl)difluoromethyl)piperidine-1-carboxylic acid tert-butyl ester C(C)(C)(C)OC(=O)N1CCC(CC1)C(F)(F)C1=C(C(=CC=C1)[C@@H](C)N)F